6-isopropyl-3-phenylquinoline C(C)(C)C=1C=C2C=C(C=NC2=CC1)C1=CC=CC=C1